FC=1C=C(C=C(C1)F)C=1C=CC(=NC1)N1CCN(CC1)C(=O)OC(C)(C)C tert-Butyl 4-(5-(3,5-difluorophenyl)pyridin-2-yl)piperazine-1-carboxylate